CC(CCC(C(=O)O)C(CC(C)(C)C)C)CC(C)(C)C 5,7,7-trimethyl-2-(1,3,3-trimethyl-butyl)octanoic acid